bipyrimidinebisamide N1=C(N=C(C(=C1)C(=O)N)C(=O)N)C1=NC=CC=N1